NC1=NC=2C(=CC=CC2C=2N1C=C(N2)CC2CCN(CC2)C(=O)OCC2=CC=CC=C2)F benzyl 4-((5-amino-7-fluoroimidazo[1,2-c]quinazolin-2-yl)-methyl)piperidine-1-carboxylate